C(C1=CC=CC=C1)OC1=CC=C(C(=C1CC(C(=O)OC)(C1=CC=CC=C1)O)Br)C(F)(F)F Methyl 3-(6-(benzyloxy)-2-bromo-3-(trifluoromethyl)phenyl)-2-hydroxy-2-phenylpropanoate